C(#N)C1=C(C=CC(=C1)SC1=CC(=CC(=C1)F)F)NC(OC1=CC=CC=C1)=O phenyl (2-cyano-4-((3,5-difluorophenyl)thio)phenyl)carbamate